COC(CC(C(=O)OC)C1=CC=C(C=C1)OC(C)C)=O 4-Isopropoxybenzenesuccinic acid dimethyl ester